tert-Butyl (4-(3-((S)-3-amino-3-methylpyrrolidin-1-yl)-5-fluoro-7,9-dihydrofuro[3,4-f]quinazolin-6-yl)-3-cyano-7-fluorothieno[3,2-c]pyridin-2-yl)carbamate N[C@@]1(CN(CC1)C1=NC=2C(=C(C3=C(C2C=N1)COC3)C3=NC=C(C1=C3C(=C(S1)NC(OC(C)(C)C)=O)C#N)F)F)C